C1(C=CC2=CC=CC=C12)[Zr](CC1=CC=CC=C1)(CC1=CC=CC=C1)C1C=CC2=CC=CC=C12 bis(indenyl)dibenzylzirconium